Br.C1(=CC(=CC=C1)O)O benzene-1,3-diol hydrobromide